BrC1=C(C(=CC=C1Br)OC)C(CC(=O)OCC)C[N+](=O)[O-] ethyl 3-(2,3-dibromo-6-methoxyphenyl)-4-nitrobutanoate